O=C(CCCCC(=O)ON1C(CCC1=O)=O)NCCO[C@@H]1O[C@H]([C@H]([C@H]([C@@H]1O)O)O)C 2,5-Dioxopyrrolidin-1-yl 6-oxo-6-((2-(((2R,3S,4R,5S,6S)-3,4,5-trihydroxy-6-methyltetrahydro-2H-pyran-2-yl)oxy)ethyl)amino)hexanoate